2-chloro-5-iodo-N-(((3s,5s,7s)-3,5,7-trifluoroadamantan-1-yl)methyl)benzamide ClC1=C(C(=O)NCC23CC4(CC(CC(C2)(C4)F)(C3)F)F)C=C(C=C1)I